Fructosyl-valine OCC1([C@@H](O)[C@H](O)[C@H](O1)CO)N[C@@H](C(C)C)C(=O)O